ClC1=NC=C(C(=C1)C1=C(C=NC(=C1)C)C(=O)NC=1SC2=C(N1)CN(C2)C(C2=NC=CC(=C2OC)C(F)(F)F)=O)OC 2'-Chloro-5'-methoxy-N-(5-(3-methoxy-4-(trifluoromethyl)picolinoyl)-5,6-dihydro-4H-pyrrolo[3,4-d]thiazol-2-yl)-6-methyl-[4,4'-bipyridine]-3-carboxamide